NCCCN(CCCCN)CCCN N,N-bis(3-aminopropyl)1,4-butanediamine